CNC1=NC(=NN1C1=CC=C(C=C1)OC(C(F)(F)F)(F)F)C1=CC=C(C=O)C=C1 4-[5-(methylamino)-1-[4-(1,1,2,2,2-pentafluoroethoxy)phenyl]-1,2,4-triazol-3-yl]benzaldehyde